FC1(CCC2=C1N=C(N=C2C=2C=CC(=C(C2)S(=O)(C)=N)OC)N2[C@H]([C@@H](C2)O)C)F (5-(7,7-difluoro-2-((2S,3R)-3-hydroxy-2-methylazetidin-1-yl)-6,7-dihydro-5H-cyclopenta[d]pyrimidin-4-yl)-2-methoxyphenyl)(imino)(methyl)-λ6-sulfanone